2,4,6-triallyl-1,3,5-triazine C(C=C)C1=NC(=NC(=N1)CC=C)CC=C